C(C)(C)C1=C(C=CC=C1)C1N(CCN(C1)S(=O)(=O)C1=CC=CC=C1)C1CC2(C1)CCNCC2 2-(2-(2-isopropylphenyl)-4-(phenylsulfonyl)piperazin-1-yl)-7-azaspiro[3.5]nonane